5-((S)-2-cyclohexyl-2-(3-isopropoxybenzamido)acetamido)-2-((R)-4-isopropyl-2-oxoimidazolidin-1-yl)-N-methyl-2,3-dihydro-1H-indene-2-carboxamide C1(CCCCC1)[C@@H](C(=O)NC=1C=C2CC(CC2=CC1)(C(=O)NC)N1C(N[C@@H](C1)C(C)C)=O)NC(C1=CC(=CC=C1)OC(C)C)=O